11-(((2S,3R,4S,6R)-4-(dimethylamino)-6-methyl-3-phenoxytetrahydro-2H-pyran-2-yl)oxy)-2-ethyl-3,4,10-trihydroxy-3,5,8,10,12,14-hexamethyl-1-oxa-6-azacyclopentadecan-15-one CN([C@@H]1[C@H]([C@@H](O[C@@H](C1)C)OC1C(CC(CNC(C(C(C(OC(C(CC1C)C)=O)CC)(C)O)O)C)C)(C)O)OC1=CC=CC=C1)C